C(C1=CC=CC=C1)O[C@@H]1[C@H](O[C@@H]([C@H]([C@H]1OCC1=CC=CC=C1)OCC1=CC=CC=C1)OC)[C@H](COC)F (2S,3S,4S,5S,6S)-3,4,5-tris(benzyloxy)-2-((S)-1-fluoro-2-methoxyethyl)-6-methoxytetrahydro-2H-pyran